N-(3-propoxypyridin-4-yl)-6-(trifluoromethyl)nicotinamide C(CC)OC=1C=NC=CC1NC(C1=CN=C(C=C1)C(F)(F)F)=O